4-[4-fluoro-1-(pyridin-3-ylmethyl)benzimidazol-2-yl]-1,2,5-oxadiazol-3-amine FC1=CC=CC=2N(C(=NC21)C=2C(=NON2)N)CC=2C=NC=CC2